COC1=CC=2C(C3=CC=C(C(=C3NC2C=C1)C)C)=O 2-methoxy-5,6-dimethylacridone